C(C)(C)C1=CC=C(C=C1)C1C(C=CC2=CC=CC=C12)C 4-(4-isopropyl-phenyl)-3-methyl-3,4-dihydronaphthalene